FC1=C(C=CC(=C1)C1=NN(C=N1)C1=CC=C(C=C1)OC(F)(F)F)NC(=O)\N=C\1/SCC(N1C1=CC=CC2=C1OCCN2C)=O (Z)-1-(2-fluoro-4-(1-(4-(trifluoromethoxy)phenyl)-1H-1,2,4-triazol-3-yl)phenyl)-3-(3-(4-methyl-3,4-dihydro-2H-benzo[b][1,4]oxazin-8-yl)-4-oxothiazolidine-2-ylidene)urea